N-(3-(2,3-difluorophenyl)pyridin-4-yl)pyrazolo[1,5-a]pyrimidine-3-carboxamide FC1=C(C=CC=C1F)C=1C=NC=CC1NC(=O)C=1C=NN2C1N=CC=C2